C12CN(CC(N1)C2)C=2OC1=C(N2)C(=CC=C1C=1SC=CN1)OC(F)(F)F 2-(3,6-diazabicyclo[3.1.1]heptan-3-yl)-7-(thiazol-2-yl)-4-(trifluoromethoxy)benzo[d]oxazole